(R)-2-(3-aminopiperidin-1-yl)ethan-1-ol N[C@H]1CN(CCC1)CCO